C1(=CC(=CC=C1)C[C@@H]1N(CCC[C@@H]1NS(=O)(=O)C)C(=O)OC(C)C(C)C)C1=CC=CC=C1 3-methylbutan-2-yl cis-2-(biphenyl-3-ylmethyl)-3-((methylsulfonyl)amino)piperidine-1-carboxylate